FC=1C=CC(=C(C1)[C@@H](C)OC=1C(=NC=C(C1)C=1C=NN(C1)C1CCNCC1)N)N1N=CC=N1 (R)-3-(1-(5-fluoro-2-(2H-1,2,3-triazol-2-yl)phenyl)ethoxy)-5-(1-(piperidin-4-yl)-1H-pyrazol-4-yl)pyridin-2-amine